Tri(bisbenzylideneacetone) dipalladium (0) [Pd].[Pd].C(C1=CC=CC=C1)=CC(=O)C=CC1=CC=CC=C1.C(C1=CC=CC=C1)=CC(=O)C=CC1=CC=CC=C1.C(C1=CC=CC=C1)=CC(=O)C=CC1=CC=CC=C1